octane-thiol C(CCCCCCC)S